O=C1NC(CCC1N1C(C2=CC=CC(=C2C1=O)NCCOCCOCCNC(C1=C(C=C(C=C1)C=1C=NC=2N(N1)C(=CN2)CC=2C=C1C=CC=NC1=CC2)F)=O)=O)=O N-(2-(2-(2-((2-(2,6-dioxopiperidin-3-yl)-1,3-dioxoisoindolin-4-yl)amino)ethoxy)ethoxy)ethyl)-2-fluoro-4-(7-(quinolin-6-ylmethyl)imidazo[1,2-b][1,2,4]triazin-2-yl)benzamide